1-Ethoxy-4-methoxynaphthalene C(C)OC1=CC=C(C2=CC=CC=C12)OC